(R)-4-(4-methoxypyrazolo[1,5-a]pyridin-2-yl)-5-(pyrimidin-2-yl)-4,5,6,7-tetrahydro-1H-imidazo[4,5-c]pyridine COC=1C=2N(C=CC1)N=C(C2)[C@@H]2N(CCC1=C2N=CN1)C1=NC=CC=N1